C(C)(C)C1CC=C(C(C1)C(CC)=O)C 1-(5-isopropyl-2-methyl-cyclohex-2-en-1-yl)propan-1-one